(S)-N-(4-((4-(3-chlorophenethyl)-1,4-oxazepan-2-yl)methoxy)phenyl)-N-methylmethane-sulfonamide ClC=1C=C(CCN2C[C@H](OCCC2)COC2=CC=C(C=C2)N(S(=O)(=O)C)C)C=CC1